C1(CCCCC1)N(C(CCN1C(=NC2=C1C=CC=C2)N2C[C@H](CCC2)NC(OC(C)(C)C)=O)=O)CC tert-butyl [(3S)-1-(1-{3-[cyclohexyl(ethyl)amino]-3-oxopropyl}-1H-benzimidazol-2-yl)piperidin-3-yl]carbamate